COC=1C=C2C(=NC(=NC2=CC1C#CCCN1CCCC1)N1CCN(CCC1)C)N 6-methoxy-2-(4-methyl-1,4-diazepane-1-yl)-7-(4-(pyrrolidine-1-yl)-1-butyne-1-yl)quinazoline-4-amine